C(CCC)[SiH](CC)CCCC dibutyl-(ethyl)silane